6-(cyclopropanecarboxamido)-4-((2-methoxy-3-(1-((3R,4S)-4-methoxytetrahydrofuran-3-yl)-1H-pyrazol-3-yl)phenyl)amino)pyridazine-3-carboxamide C1(CC1)C(=O)NC1=CC(=C(N=N1)C(=O)N)NC1=C(C(=CC=C1)C1=NN(C=C1)[C@@H]1COC[C@H]1OC)OC